1-phenyl-3-(1-phenyl-1H-indazol-5-yl)urea C1(=CC=CC=C1)NC(=O)NC=1C=C2C=NN(C2=CC1)C1=CC=CC=C1